ethyl-5,8-difluoro-3-((5-fluoro-4-methylpyridin-2-yl)methyl)naphthalene-1,4-dione C(C)C=1C(C2=C(C=CC(=C2C(C1CC1=NC=C(C(=C1)C)F)=O)F)F)=O